C(C)(C)(C)OC(=O)N1[C@](C(CC1)=O)(\C=C/C)[C@]([C@H](CCC)C(CCC#C)=O)(C)OC (1R)-(2R)-((1R)-(4-pentynoyl)-(2S)-methoxy-(2S)-methylpentyl)-(5R)-oxo-(3S)-Z-propenylpyrrolidine-1-carboxylic acid tert-butyl ester